C(C)(C)(C)OC(=O)N(C1=NC(=C(C(=N1)C1=C(C=CC=C1C)C[P+](C1=CC=CC=C1)(C1=CC=CC=C1)C1=CC=CC=C1)C)Cl)C(=O)OC(C)(C)C [2-[2-[bis(tert-Butoxycarbonyl)amino]-6-chloro-5-methyl-pyrimidin-4-yl]-3-methyl-phenyl]methyl-triphenyl-phosphonium